C(#N)C1=C(C=C(OC2(C(CC2(C)C)(C)C)N2C(N=CC=C2)N2CCC(CC2)C=O)C=C1)OC (1r,3r)-3-((4-cyano-3-methoxyphenoxy)-2,2,4,4-tetramethylcyclobutyl)-2-(4-formylpiperidin-1-yl)pyrimidine